BrC=1C=NC2=C(C=CN=C2C1)Cl 3-bromo-8-chloro-1,5-naphthyridine